7-methyl-N-(6-(1-methyl-1H-1,2,3-triazol-4-yl)isoquinolin-3-yl)-7-azaspiro[3.5]nonane-2-carboxamide CN1CCC2(CC(C2)C(=O)NC=2N=CC3=CC=C(C=C3C2)C=2N=NN(C2)C)CC1